tert-butyl 4-(2-(tert-butoxycarbonyl)-1-methylhydrazine-1-carbonyl)-6-oxo-1-(tetrahydro-2H-pyran-4-yl)-1,6-dihydropyridine-3-carboxylate C(C)(C)(C)OC(=O)NN(C(=O)C=1C(=CN(C(C1)=O)C1CCOCC1)C(=O)OC(C)(C)C)C